4-amino-N-ethyl-7-fluoro-N-[[2-fluoro-4-(trifluoromethyl)phenyl]methyl]imidazo[1,5-a]quinoxaline-8-carboxamide NC=1C=2N(C3=CC(=C(C=C3N1)F)C(=O)N(CC1=C(C=C(C=C1)C(F)(F)F)F)CC)C=NC2